2-Acetylnaphtho[2,3-b]furan-4,9-diyl (2S,2'S)-bis(2-aminopropanoate) dihydrochloride Cl.Cl.N[C@H](C(=O)OC1=C2C=CC=CC2=C(C=2OC(=CC21)C(C)=O)OC(C(C)N)=O)C